FC1=C(C(=CC=C1)F)CN1C(N(N=C1)C1=CC=C(C=C1)OC1=C(N=C(S1)C1CN(CC1)C)C)=O 4-[(2,6-difluorophenyl)methyl]-2-[4-[4-methyl-2-(1-methylpyrrolidin-3-yl)thiazol-5-yl]oxyphenyl]-1,2,4-triazol-3-one